1-(9Z-octadecenoyl)-sn-glycero-3-phosphoserine CCCCCCCC/C=C\CCCCCCCC(=O)OC[C@H](COP(=O)(O)OC[C@@H](C(=O)O)N)O